(2R,3R,5R)-3,5-diethyl-2-propyl-tetrahydropyran C(C)[C@H]1[C@H](OC[C@@H](C1)CC)CCC